O=C1NC(CCC1N1CC2=CC=C(C=C2C1=O)OC(N(C1=C(C=CC(=C1)C(C)(F)F)F)C)=O)=O (2-(2,6-dioxopiperidin-3-yl)-3-oxoisoindolin-5-yl)methyl(5-(1,1-difluoroethyl)-2-fluorophenyl)carbamate